CC(C)(OC(=O)NNC(=O)C1=CC2=CN(N=C2C=C1)C=1C=NC=CC1)C 2-(3-pyridinyl)-2H-indazole-5-carboxylic acid 2-[(1,1-dimethylethoxy)carbonyl]-hydrazide